C(C)N(CC(=O)O)C(=O)C1=C(C(=C(C=N1)C1=CC=NC=C1)C)O.C1(CC1)CO[C@@H]1[C@H](C2=CC=CC=C2C1)NC(\C=C\C1=CC=C2C(=NNC2=C1)C)=O (E)-N-((1s,2s)-2-(cyclopropylmethoxy)-2,3-dihydro-1H-inden-1-yl)-3-(3-methyl-1H-indazol-6-yl)acrylamide Ethyl-(5-hydroxy-4-methyl-[3,4'-bipyridine]-6-carbonyl)glycinate